NC1=NC=C(C2=C1C=NN2)NC(C(N2[C@H](CC[C@@H](C2)C)C=2C=CC1=CN(N=C1C2)CC)=O)=O |r| N-(4-Amino-1H-pyrazolo[4,3-c]pyridin-7-yl)-2-oxo-2-[rac-(2R,5S)-2-(2-ethylindazol-6-yl)-5-methyl-1-piperidyl]acetamide